(R)-2-((6-(4-fluorophenyl)-4-((1-(2-(trifluoromethyl)pyrimidin-5-yl)ethyl)amino)quinazolin-8-yl)oxy)-N-(phenylsulfonyl)acetamide FC1=CC=C(C=C1)C=1C=C2C(=NC=NC2=C(C1)OCC(=O)NS(=O)(=O)C1=CC=CC=C1)N[C@H](C)C=1C=NC(=NC1)C(F)(F)F